ethyl 1-(4-(1-(2,6-dichlorophenyl)azetidin-3-yl)benzyl)azetidine-3-carboxylate ClC1=C(C(=CC=C1)Cl)N1CC(C1)C1=CC=C(CN2CC(C2)C(=O)OCC)C=C1